COC(C1=C(C=CC=C1)CC=C)=O 2-Allyl-benzoic acid methyl ester